C(C)N1C(C=NC2=CC(=CC=C12)OC)=O N-ethyl-6-methoxyquinoxalinone